2-(3'-tert-butyl-2'-hydroxy-5'-methylbenzyl)-6-tert-butyl-4-methylphenyl terephthalate C(C1=CC=C(C(=O)[O-])C=C1)(=O)OC1=C(C=C(C=C1C(C)(C)C)C)CC1=C(C(=CC(=C1)C)C(C)(C)C)O